BrC(S(=O)(=O)[O-])(Br)Br tribromomesylate